CC1(CCC2=C(C(=NO2)C(=O)NC=2C=NC(=C(C2)C=2C=NC3=CC(=NC=C3C2)NC)C)C1)C 5,5-dimethyl-N-(6-methyl-5-(7-(methylamino)-1,6-naphthyridin-3-yl)pyridin-3-yl)-4,5,6,7-tetrahydrobenzo[d]isoxazole-3-carboxamide